(±)-trans-2-((3-(4-chlorobenzyl)-4-((4-((6-fluoropyridin-2-yl)oxy)phenyl)imino)-2,6-dioxo-1,3,5-triazin-1-yl)methyl)cyclopropan-1-carboxylic acid ClC1=CC=C(CN2C(N(C(NC2=NC2=CC=C(C=C2)OC2=NC(=CC=C2)F)=O)C[C@H]2[C@@H](C2)C(=O)O)=O)C=C1 |r|